3,5-dimethoxy-N-{4-methoxy-6-[(1H-pyrazol-1-yl)methyl]-1,2-benzoxazol-3-yl}benzene-1-sulfonamide COC=1C=C(C=C(C1)OC)S(=O)(=O)NC1=NOC2=C1C(=CC(=C2)CN2N=CC=C2)OC